C(CCCC(=O)O)(=O)O.N[C@@H](CCCCN)C(=O)O lysine glutarate salt